CN1CCN(CC1)C=1C=C(C=CC1)NC(=O)[C@H]1[C@@H](N(C(C2=CC=CC=C12)=O)CC1=CC=C(C=C1)C)C1=CC=C(C=C1)C(F)(F)F (3R,4R)-N-[3-(4-Methylpiperazin-1-yl)phenyl]-2-[(4-methylphenyl)methyl]-1-oxo-3-[4-(Trifluoromethyl)phenyl]-1,2,3,4-tetrahydroisochinolin-4-carboxamid